(R)-2-amino-5-(4-(2-(3,5-difluorophenyl)-2-hydroxyacetamido)-2-ethylphenyl)-N-ethylnicotinamide NC1=C(C(=O)NCC)C=C(C=N1)C1=C(C=C(C=C1)NC([C@H](O)C1=CC(=CC(=C1)F)F)=O)CC